CC1(OB(OC1(C)C)C=1C=C(C(=NC1)N)OC(F)(F)F)C 5-(4,4,5,5-tetramethyl-1,3,2-dioxaborolan-2-yl)-3-(trifluoromethoxy)pyridin-2-amine